NC1=[N+](C=2C=C(C=CC2C2=C1N=C(N2CC2=CC=C(C=C2)CN)CCCC)C(=O)OC)[O-] methyl 4-amino-1-[[4-(aminomethyl) phenyl] methyl]-2-butyl-5-oxido-imidazo[4,5-c]quinolin-5-ium-7-carboxylate